ClC1=CC(=C(C=C1)C1=C2C(=C(N=N1)N[C@H]1CN(CCC1)C)CCC2)OC(F)F 4-[4-chloro-2-(difluoromethoxy)phenyl]-N-[(3R)-1-methylpiperidin-3-yl]-6,7-dihydro-5H-cyclopenta[d]pyridazin-1-amine